(5-bromo-3-fluoro-2-methoxypyridin-4-yl)methanol BrC=1C(=C(C(=NC1)OC)F)CO